N,N-dimethylpiperidin-3-carboxamid CN(C(=O)C1CNCCC1)C